methyl 6-(p-tolyloxy)nicotinate C1(=CC=C(C=C1)OC1=NC=C(C(=O)OC)C=C1)C